(S)-4-(4-((1-(4-hydroxybut-2-yl)-3-(prop-1-yn-1-yl)-1H-pyrazolo[4,3-c]pyridin-6-yl)amino)pyrimidin-2-yl)-2-methyl-1,2-dihydro-3H-pyrazol-3-one OCC[C@H](C)N1N=C(C=2C=NC(=CC21)NC2=NC(=NC=C2)C=2C(N(NC2)C)=O)C#CC